C(=O)C1=CC=C(CCC=2C=C(C=CC2)NC(OC(C)(C)C)=O)C=C1 tert-Butyl (3-(4-formylphenethyl)phenyl)carbamate